2,6-Dimethoxy-3-(5-ethylthio-tetrazol-1-yl)-pyrazine COC1=NC(=CN=C1N1N=NN=C1SCC)OC